(S)-4-(4-Acryloyl-2-methylpiperazin-1-yl)-6-cyclopropyl-7-(3-fluoro-2-methoxyphenyl)-1-(2-Isopropyl-4-methylpyridin-3-yl)pyrido[2,3-d]pyrimidin-2(1H)-one C(C=C)(=O)N1C[C@@H](N(CC1)C=1C2=C(N(C(N1)=O)C=1C(=NC=CC1C)C(C)C)N=C(C(=C2)C2CC2)C2=C(C(=CC=C2)F)OC)C